BrC[C@H]1COCC1 |r| racemic-3-(bromomethyl)tetrahydrofurane